(-)-(2E)-3-(1,3-Benzodioxol-5-yl)-N-phenyl-N-(tetrahydro-3-furanyl)-2-propenamide O1COC2=C1C=CC(=C2)/C=C/C(=O)N(C2COCC2)C2=CC=CC=C2